2-(3-Amino-4-methylphenoxy)ethane-1-sulfonic acid NC=1C=C(OCCS(=O)(=O)O)C=CC1C